COC=1C=CC(=NC1)CN[C@H]1[C@@H](CCCC1)OC=1C=C2CN(C(C2=CC1)=O)C1C(NC(CC1)=O)=O 3-(5-(((1R,2R)-2-(((5-methoxypyridin-2-yl)methyl)amino)cyclohexyl)oxy)-1-oxoisoindolin-2-yl)piperidine-2,6-dione